C(C=C)C=1C=C(C=C(C1O)OC)C=CC(CC(C)=O)=O 6-(3-allyl-4-hydroxy-5-methoxyphenyl)-5-hexene-2,4-dione